5-chloro-4-(6-fluoro-1,4-diazepan-1-yl)-2-(4-methylthiazol-5-yl)-1H-pyrimidin-6-one ClC1=C(N=C(NC1=O)C1=C(N=CS1)C)N1CCNCC(C1)F